CN1C=CC=2C1=C(N=CC2C(F)(F)F)N2CCN(CC2)C(=O)C2CC(C2)NC(C)(C)C=2C=C(C(NN2)=O)C(F)(F)F 6-(2-(((1R,3R)-3-(4-(1-methyl-4-(trifluoromethyl)-1H-pyrrolo[2,3-c]pyridin-7-yl)piperazine-1-carbonyl)cyclobutyl)amino)propan-2-yl)-4-(trifluoromethyl)pyridazin-3(2H)-one